C(#N)C1=C(C=CC(=C1)F)SC=1C=2N(C=C(C1)C=1C=NN(C1)C1CCS(CC1)(=O)=NC)N=CC2C#N 4-(2-cyano-4-fluoro-phenyl)sulfanyl-6-[1-(1-methylimino-1-oxo-thian-4-yl)pyrazol-4-yl]pyrazolo[1,5-a]pyridine-3-carbonitrile